(R)-2-(3-((2-(1H-imidazol-1-yl)ethyl)amino)-1-phenylpropoxy)-6-methyl-nicotinonitrile N1(C=NC=C1)CCNCC[C@@H](OC1=C(C#N)C=CC(=N1)C)C1=CC=CC=C1